[Cl-].[Cl-].CC=1C(C=CC1)(C)[Zr+2]C1(C(=CC=C1)C)C bis(dimethylcyclopentadienyl)-zirconium dichloride